tert-butyl (5-(1-(4-chlorophenyl)ethyl)thiazolo[5,4-b]pyridin-2-yl)((2-(trimethylsilyl)ethoxy)methyl)carbamate ClC1=CC=C(C=C1)C(C)C1=CC=C2C(=N1)SC(=N2)N(C(OC(C)(C)C)=O)COCC[Si](C)(C)C